5-(4-(diphenylamino)phenyl)thiophen-2-aldehyde C1(=CC=CC=C1)N(C1=CC=C(C=C1)C1=CC=C(S1)C=O)C1=CC=CC=C1